BrC1=C(C(=CC(=C1)C(=C)C(F)(F)F)F)OC 1-bromo-3-fluoro-2-methoxy-5-(3,3,3-trifluoroprop-1-en-2-yl)benzene